((((((1R,2S,4S,6R)-2-(methoxymethyl)-6-methyl-3-oxoquinuclidin-2-yl)methoxy)methyl)phosphoryl)bis(oxy))bis(methylene) bis(2,2-dimethylpropanoate) CC(C(=O)OCOP(=O)(COC[C@@]1(N2[C@@H](C[C@@H](C1=O)CC2)C)COC)OCOC(C(C)(C)C)=O)(C)C